2-(6-(didecylamino)-2,6-dioxohexyl)-2-(3-(piperidin-1-yl)propanamido)propane-1,3-diyl bis(5-(didecylamino)-5-oxopentanoate) C(CCCCCCCCC)N(C(CCCC(=O)OCC(COC(CCCC(=O)N(CCCCCCCCCC)CCCCCCCCCC)=O)(NC(CCN1CCCCC1)=O)CC(CCCC(=O)N(CCCCCCCCCC)CCCCCCCCCC)=O)=O)CCCCCCCCCC